CC=1C=C(C=C(C1O)C)C1=CC(=C(C(=C1)C)O)C 3,3',5,5'-tetramethyl-[1,1'-Biphenyl]-4,4'-diol